[N+](=O)([O-])C1=C(C=C(C=C1)Cl)NS(=O)(=O)N1CCOCC1 N-(2-nitro-5-chlorophenyl)morpholine-4-sulfonamide